(E)-N-benzylidenebisbenzo[b,d]thiophene-3-carboxamide C(/C1=CC=CC=C1)=N\C(=O)C=1C=CC2=C(SC3=C2C=CC=C3)C1